FC=1C=CC=2C(=C(SN2)N2CCC(CC2)NC(=O)C=2N=CN(C2)C)C1 N-[1-(5-fluoro-2,1-benzothiazol-3-yl)-4-piperidinyl]-1-methyl-imidazole-4-carboxamide